C1=NC=CC2=C(C=CC=C12)NC(=O)C=1CN(CC1C1=CC=CC=C1)C(=O)OC(C)(C)C tert-Butyl 3-(isoquinolin-5-ylcarbamoyl)-4-phenyl-2,5-dihydro-1H-pyrrole-1-carboxylate